heptadecyl-bis-hydroxyethyl-imidazolinium C(CCCCCCCCCCCCCCCC)C=1[N+](CCN1)(CCO)CCO